2-amino-4-(4-chlorophenyl)butanoic acid NC(C(=O)O)CCC1=CC=C(C=C1)Cl